(R)-1-(3-Fluorophenyl)-2-((2-((1s,4S)-4-methoxycyclohexyl)ethyl)amino)ethan-1-ol FC=1C=C(C=CC1)[C@H](CNCCC1CCC(CC1)OC)O